2-methyl-6-(piperazin-1-yl)imidazo[1,2-a]pyrazine CC=1N=C2N(C=C(N=C2)N2CCNCC2)C1